C[C@@]12CCC[C@H]1[C@@H]1CC[C@@H]3C[C@@H](CC[C@]3(C)[C@H]1CC2)O 5β-androstan-3α-ol